C(C)C=1C(=NN2C1C(NCC2)=O)C(=O)OCC ethyl 3-ethyl-4-oxo-4,5,6,7-tetrahydropyrazolo[1,5-a]pyrazine-2-carboxylate